1-(3-methacrylamidopropyl)-2-methyl-1H-imidazol-3-ium C(C(=C)C)(=O)NCCCN1C(=[NH+]C=C1)C